p-toluyl-acetic acid C1(=CC=C(C=C1)CC(=O)O)C